Butane-1-carbonyl-sodium C(CCC)C(=O)[Na]